β-glutamylvaline N[C@@H](CC(=O)O)CC(=O)N[C@@H](C(C)C)C(=O)O